3-(2,4-dimethylphenyl)-N-methylcyclobutan-1-amine, trifluoroacetate salt FC(C(=O)O)(F)F.CC1=C(C=CC(=C1)C)C1CC(C1)NC